(S)-(2-((4-((methylsulfonyl)carbamoyl)phenyl)amino)-2-oxo-1-phenylethyl)carbamic acid tert-butyl ester C(C)(C)(C)OC(N[C@H](C(=O)NC1=CC=C(C=C1)C(NS(=O)(=O)C)=O)C1=CC=CC=C1)=O